(R)-6-cyclopropyl-N-(1-(3-(difluoromethyl)-2-fluorophenyl)ethyl)-7-methoxy-2-methylquinoline-4-amine C1(CC1)C=1C=C2C(=CC(=NC2=CC1OC)C)N[C@H](C)C1=C(C(=CC=C1)C(F)F)F